(6-methoxy-1H-benzimidazol-2-yl)methanol COC=1C=CC2=C(NC(=N2)CO)C1